C(CCCCCCCC)N(CCCCCCCCC)CCCCCCCCC tri-nonyl-amine